4-amino-2-thiabicyclo[2.1.1]hexane 2,2-dioxide hydrochloride Cl.NC12CS(C(C1)C2)(=O)=O